2-Ethylaminoethan C(C)NCC